C12(CC3CC(CC(C1)C3)C2)NC(COC2=NC(=NC(=C2)CC(C)C)SC)=O N-(adamantan-1-yl)-2-((6-isobutyl-2-(methylthio)pyrimidin-4-yl)oxy)acetamide